Diacetoxyacetone C(C)(=O)OC(C(C)=O)OC(C)=O